COCCN1C2CN(CC1CC2)C2=CC=C(C=C2)C2=CC1=C(C(=N2)C)C=C(N1C)C1=CC=C(C=C1)S(=O)(=O)C 6-(4-(8-(2-methoxyethyl)-3,8-diazabicyclo[3.2.1]octan-3-yl)phenyl)-1,4-dimethyl-2-(4-(methylsulfonyl)phenyl)-1H-pyrrolo[3,2-c]pyridine